C(C(C)C)N1C=NC=C1C1=CC=CC=C1 1-isobutyl-5-phenyl-1H-imidazole